BrC1=CC=C2[C@H](CC[C@]3(CC=4N=C(N=C(C4CO3)Cl)SC)C2=C1)C (1S,4S)-7-bromo-4'-chloro-4-methyl-2'-(methylthio)-3,4,5',8'-tetrahydro-2H-spiro[naphthalene-1,7'-pyrano[4,3-d]pyrimidine]